BrC=1C=CC(=NC1)N1C[C@@H](CC1)OC=1C(=NC=2N(C1C)N=C(N2)C)C (R)-6-((1-(5-bromopyridin-2-yl)pyrrolidin-3-yl)oxy)-2,5,7-trimethyl-[1,2,4]triazolo[1,5-a]pyrimidine